isopropyl 3-(3-acrylamido-4-methylphenyl)-2-(3-fluoro-4-(4-methylpiperazin-1-yl)phenyl)-1H-pyrrolo[2,3-b]pyridine-5-carboxylate C(C=C)(=O)NC=1C=C(C=CC1C)C1=C(NC2=NC=C(C=C21)C(=O)OC(C)C)C2=CC(=C(C=C2)N2CCN(CC2)C)F